The molecule is an ammonium ion resulting from the protonation of the amino group of 10-deoxymethymycin. Major species at pH 7.3. It is an organic molecular entity and an ammonium ion derivative. It is a conjugate acid of a 10-deoxymethymycin. CC[C@@H]1[C@@H](/C=C/C(=O)[C@@H](C[C@@H]([C@@H]([C@H](C(=O)O1)C)O[C@H]2[C@@H]([C@H](C[C@H](O2)C)[NH+](C)C)O)C)C)C